2-methyl-N-(4-(4-methylpiperidin-1-yl)phenyl)benzo[d]oxazol-6-amine CC=1OC2=C(N1)C=CC(=C2)NC2=CC=C(C=C2)N2CCC(CC2)C